6-heptene-2,4-diol CC(CC(CC=C)O)O